ClC1=C(C(=O)NC=2C=C3C=C(N(C3=CC2)C(C)C)C(=O)NC2=CC(=CC=C2)OC(F)(F)F)C=C(C=C1)CNC(C(C)C)=O 5-(2-chloro-5-(isobutyrylaminomethyl)benzoylamino)-1-isopropyl-N-(3-(trifluoromethoxy)phenyl)-1H-indole-2-carboxamide